C(C1=CC=CC=C1)N1C2=C(OCC1=O)C=C(C=C2)NC(=O)NC2=CC=1CCCCC1C=C2 1-(4-benzyl-3-oxo-3,4-dihydro-2H-benzo[b][1,4]oxazin-7-yl)-3-(5,6,7,8-tetrahydronaphthalen-2-yl)urea